4-amino-N-((6-cyclopropyl-3-pyridazinyl)methyl)-N-((1R)-1-(2-pyrimidinyl)ethyl)-1,3-dihydrofuro[3,4-c]quinoline-8-carboxamide NC1=NC=2C=CC(=CC2C2=C1COC2)C(=O)N([C@H](C)C2=NC=CC=N2)CC=2N=NC(=CC2)C2CC2